C(CCCCC)O.[Br] bromine n-hexanol